(5R)-N-(1-(((2R)-1-Amino-1-oxopropan-2-yl)amino)-2-(4-ethylphenyl)-1-oxobutan-2-yl)-7,7-dimethyl-5-phenyl-4,5,6,7-tetrahydropyrazolo[1,5-a]pyrimidine-3-carboxamide NC([C@@H](C)NC(C(CC)(C1=CC=C(C=C1)CC)NC(=O)C=1C=NN2C1N[C@H](CC2(C)C)C2=CC=CC=C2)=O)=O